COC(=O)CC(C(CC(=O)O)C(=O)O)C(=O)O 1,2,3,4-butanetetracarboxylic acid methyl ester